diazophenylacetic acid methyl ester COC(C(C1=CC=CC=C1)=[N+]=[N-])=O